CN1C(=CC(C2=CC(=CC=C12)NC=1NC(=CN1)C(=O)N)=O)C(F)(F)F 2-((1-methyl-4-oxo-2-(trifluoromethyl)-1,4-dihydroquinolin-6-yl)amino)-1H-imidazole-5-carboxamide